(S or R)-4-((1R,5S)-3,8-diazabicyclo[3.2.1]octan-3-yl)-2-(3-(dimethylamino)propoxy)-8-fluoro-6-methylquinazoline [C@H]12CN(C[C@H](CC1)N2)C2=NC(=NC1=C(C=C(C=C21)C)F)OCCCN(C)C